4-cyano-N-(1-(4-(6-(difluoromethoxy)-2,4-dimethylpyridin-3-yl)phenyl)cyclobutyl)benzamide C(#N)C1=CC=C(C(=O)NC2(CCC2)C2=CC=C(C=C2)C=2C(=NC(=CC2C)OC(F)F)C)C=C1